C(C(C)C)[Si](OCC)(OCC)OCC isobutyl-Triethoxysilane